tert-Butyl 7-(3-amino-8-chloro-7-fluoro-6-isoquinolyl)-3,8-dimethyl-3,4-dihydro-2H-1,5-naphthyridine-1-carboxylate NC=1N=CC2=C(C(=C(C=C2C1)C1=CN=C2CC(CN(C2=C1C)C(=O)OC(C)(C)C)C)F)Cl